((3S,4S)-3-methyl-8-(5-methyl-4-oxo-3-((trimethylsilyl)ethynyl)-4,5-dihydro-1H-pyrazolo[3,4-d]pyrimidin-6-yl)-2-oxa-8-azaspiro[4.5]decan-4-yl)carbamic acid tert-butyl ester C(C)(C)(C)OC(N[C@@H]1[C@@H](OCC12CCN(CC2)C=2N(C(C1=C(N2)NN=C1C#C[Si](C)(C)C)=O)C)C)=O